C(C1=CC=CC=C1)OC1=NC=C(C(=C1)B1OC(C(O1)(C)C)(C)C)C (benzyloxy)-5-methyl-4-(4,4,5,5-tetramethyl-1,3,2-dioxaborolan-2-yl)pyridine